1-(6,7-dihydro-5H-benzo[6,7]cyclohepta[1,2-c]pyridazin-3-yl)-N3-(2-(4-cyclopropylmethylpiperazin-1-yl)pyridine-5-yl)-1H-1,2,4-triazole-3,5-diamine N1=NC(=CC2=C1C1=C(CCC2)C=CC=C1)N1N=C(N=C1N)NC=1C=CC(=NC1)N1CCN(CC1)CC1CC1